(R)-5-((((6-(2-chloro-3-(3-chloro-4-((2-fluoro-3-(((2-hydroxyethyl)amino)methyl)phenyl)amino)pyridin-2-yl)phenyl)-2-methoxypyridin-3-yl)methyl)amino)methyl)pyrrolidin-2-one ClC1=C(C=CC=C1C1=NC=CC(=C1Cl)NC1=C(C(=CC=C1)CNCCO)F)C1=CC=C(C(=N1)OC)CNC[C@H]1CCC(N1)=O